1'-(5,6-dimethyl-4'-oxo-1,3-dihydro-4'H-spiro[indene-2,5'-[1,3]oxazol]-2'-yl)-3H-spiro[2-benzofuran-1,4'-piperidin]-3-one CC=1C=C2CC3(C(N=C(O3)N3CCC4(CC3)OC(C3=C4C=CC=C3)=O)=O)CC2=CC1C